C(#N)C=1N=C2CCCN(C2=CC1)C1=NN(C2=NC(=CN=C21)N2CCC(CC2)(C)CNC(OC(C)(C)C)=O)C2OCCCC2 Tert-butyl ((1-(3-(6-cyano-3,4-dihydro-1,5-naphthyridin-1(2H)-yl)-1-(tetrahydro-2H-pyran-2-yl)-1H-pyrazolo[3,4-b]pyrazin-6-yl)-4-methylpiperidin-4-yl)methyl)carbamate